O=C1NC(CCC1C1=NN(C2=CC(=CC=C12)C1CN(C1)C(=O)OC(C)(C)C)C)=O tert-butyl 3-[3-(2,6-dioxo-3-piperidyl)-1-methyl-indazol-6-yl]azetidine-1-carboxylate